3-(2-amino-1-(7-(3-fluorophenyl)-4-oxoquinazolin-3(4H)-yl)ethyl)benzamide NCC(N1C=NC2=CC(=CC=C2C1=O)C1=CC(=CC=C1)F)C=1C=C(C(=O)N)C=CC1